methyl trans-4-((4-((tert-butoxycarbonyl)amino)benzyl)(ethyl) amino)cyclohexane-1-carboxylate C(C)(C)(C)OC(=O)NC1=CC=C(CN([C@@H]2CC[C@H](CC2)C(=O)OC)CC)C=C1